C(CCCC(=O)[O-])(=O)OCCCC\C=C/CC.C(CCCC(=O)[O-])(=O)OCCCC\C=C/CC di((Z)-oct-5-en-1-yl) diglutarate